CC=1SC=C(C1I)C 2,4-dimethyl-3-iodothiophene